6-benzyl-3-methoxy-2-(pyridin-2-yl)-4,5,6,7-tetrahydro-2H-pyrazolo[3,4-c]pyridine C(C1=CC=CC=C1)N1CC=2C(CC1)=C(N(N2)C2=NC=CC=C2)OC